2-((3R,4R)-3-hydroxy-4-((4'-((S)-4-hydroxy-3-(2-((S)-1-hydroxyethyl)-1H-imidazol-1-yl)but-1-yn-1-yl)-[1,1'-biphenyl]-4-yl)oxy)pyrrolidin-1-yl)acetonitrile O[C@@H]1CN(C[C@H]1OC1=CC=C(C=C1)C1=CC=C(C=C1)C#C[C@@H](CO)N1C(=NC=C1)[C@H](C)O)CC#N